NC1=NN(C=C1C=1C=2N(C=C(N1)C=1C=NN(C1)C)N=CC2)C2(CN(C2)CC#N)CC#N 2,2'-(3-(3-amino-4-(6-(1-methyl-1H-pyrazol-4-yl)pyrazolo[1,5-a]pyrazin-4-yl)-1H-pyrazol-1-yl)azetidin-1,3-diyl)diacetonitrile